2-Bromocyclopent-2-en-1-one BrC=1C(CCC1)=O